C1(CC1)C=1C=CC(=NC1F)[C@H](C1=CC=CC=C1)NC(=O)[C@H]1N(C[C@@H](C1)F)C(=O)OC(C)(C)C tert-butyl (2S,4r)-2-(((S)-(5-cyclopropyl-6-fluoropyridin-2-yl) (phenyl) methyl) carbamoyl)-4-fluoropyrrolidine-1-carboxylate